ClC=1C=C2C=C(NC2=CC1)CNC(N([C@H]1CN(CCC1)C(=O)C1NC(CC1)=O)C)=O 3-((5-chloro-1H-indol-2-yl)methyl)-1-methyl-1-((3R)-1-(5-oxopyrrolidine-2-carbonyl)piperidin-3-yl)urea